O1CCC=2C1=CC=NC2 3H-furo[2,3-d]pyridine